tert-butyl 4-((7-((4-benzyl-5-isobutyl-4H-1,2,4-triazol-3-yl)thio)-N-((2-(methylamino)pyrimidin-4-yl)methyl)heptanamido)methyl)piperidine-1-carboxylate C(C1=CC=CC=C1)N1C(=NN=C1CC(C)C)SCCCCCCC(=O)N(CC1=NC(=NC=C1)NC)CC1CCN(CC1)C(=O)OC(C)(C)C